1-(2-pyridyl)cyclopropylamine N1=C(C=CC=C1)C1(CC1)N